5-((bis(benzyloxy)phosphoryl)oxy)-3,3-dimethylpentanoic acid C(C1=CC=CC=C1)OP(=O)(OCC1=CC=CC=C1)OCCC(CC(=O)O)(C)C